FC1(CCN(CCC1)C1=C(C(=O)NC=2C=C(C=CC2)[S@](=O)(C)=NC(OC(C)(C)C)=O)C(=C(C=N1)C#CC)C)F tert-butyl (R)-((3-(2-(4,4-difluoroazepan-1-yl)-4-methyl-5-(prop-1-yn-1-yl)nicotinamido)phenyl)(methyl)(oxo)-λ6-sulfaneylidene)carbamate